3-({[4-(ethoxycarbonyl)phenyl]carbamoyl}amino)-3-[(1-methoxy-1-oxo-3-phenylpropan-2-yl)carbamoyl]propanoic acid C(C)OC(=O)C1=CC=C(C=C1)NC(=O)NC(CC(=O)O)C(NC(C(=O)OC)CC1=CC=CC=C1)=O